Methyl (E)-4-(1-nitroprop-1-en-2-yl)benzoate [N+](=O)([O-])\C=C(/C)\C1=CC=C(C(=O)OC)C=C1